ClC1=C(C=C(C(=N1)OCC(F)(F)F)N)[N+](=O)[O-] 6-Chloro-5-nitro-2-(2,2,2-trifluoroethoxy)pyridin-3-amine